COC=1C(=C2C=CN(C2=C(C1)C)C(=O)OC(C)(C)C)CN1[C@@H](CC(CC1)C1=NC=CC=C1)C1=CC=C(C=C1)C(=O)OC tert-butyl 5-methoxy-4-(((2S)-2-(4-(methoxycarbonyl) phenyl)-4-(pyridin-2-yl) piperidin-1-yl) methyl)-7-methyl-1H-indole-1-carboxylate